perfluorohexyl-ammonium F[N+](C(C(C(C(C(C(F)(F)F)(F)F)(F)F)(F)F)(F)F)(F)F)(F)F